C(CC)[Si](OC(C)=O)(OC(C)=O)OC(C)=O propyltriacetoxysilane